ClC1=C(C=CC=C1Cl)COC(=O)NC(C(=O)O)CCN(CCCCC1=NC=2NCCCC2C=C1)CCOC 2-[(2,3-dichlorophenyl)methoxycarbonylamino]-4-[2-methoxyethyl-[4-(5,6,7,8-tetrahydro-1,8-naphthyridin-2-yl)butyl]amino]butanoic acid